CC1(CC=C(CC1)C=1C=CC=C2C=C(C=NC12)C(=O)N[C@@H](C)C1=NC=CC=C1)C (S)-8-(4,4-dimethyl-cyclohex-1-en-1-yl)-N-(1-(pyridin-2-yl)ethyl)quinoline-3-carboxamide